4-(4-fluoro-2-methoxyphenyl)-2-(4-fluorophenyl)-2,3-dihydro-1H-pyrrolo[3,4-c]pyridin-1-one FC1=CC(=C(C=C1)C1=NC=CC2=C1CN(C2=O)C2=CC=C(C=C2)F)OC